4-((5-(2-((6-aminopyridin-2-yl)methoxy)ethyl)-2-methoxy-3-(1-methyl-1H-1,2,4-Triazol-3-yl)phenyl)amino)-6-chloro-N-methylnicotinamide NC1=CC=CC(=N1)COCCC=1C=C(C(=C(C1)NC1=CC(=NC=C1C(=O)NC)Cl)OC)C1=NN(C=N1)C